(R)-N-(2-(3-((5-Cyanopyrimidin-2-yl)amino)piperidin-1-yl)-1-methyl-1H-benzo[d]imidazol-5-yl)acrylamide C(#N)C=1C=NC(=NC1)N[C@H]1CN(CCC1)C1=NC2=C(N1C)C=CC(=C2)NC(C=C)=O